2-(azidomethyl)-6,7-dihydro-4H-pyrazolo[5,1-c][1,4]Oxazine N(=[N+]=[N-])CC1=NN2C(COCC2)=C1